azetidin-1-yl-(5-((+/-)-trans-3-fluoro-4-hydroxypiperidin-1-yl)-7-(trifluoromethyl)thieno[3,2-b]pyridin-3-yl)methanone N1(CCC1)C(=O)C1=CSC=2C1=NC(=CC2C(F)(F)F)N2C[C@H]([C@@H](CC2)O)F |r|